7-(N,N-diethylamino)-4-formylcoumarin C(C)N(CC)C1=CC=C2C(=CC(OC2=C1)=O)C=O